ethyl (S)-3-amino-3-(4-fluoro-3'-methoxy-2',5,6'-trimethyl-[1,1'-biphenyl]-3-yl)propanoate N[C@@H](CC(=O)OCC)C=1C=C(C=C(C1F)C)C1=C(C(=CC=C1C)OC)C